ClC1=CC2=C(C=N1)C(=CN2C2=NC(=CC(=C2)OCC2CS(C2)(=O)=O)[C@]2(COCC2)OC)C (R)-3-(((2-(6-chloro-3-methyl-1H-pyrrolo[3,2-c]pyridine-1-yl)-6-(3-methoxytetrahydrofuran-3-yl)pyridine-4-yl)oxy)methyl)thietane 1,1-dioxide